4-(2,6-Diisopropylphenoxy)benzamide C(C)(C)C1=C(OC2=CC=C(C(=O)N)C=C2)C(=CC=C1)C(C)C